C(#N)C=1C(=C2C(=NC1)N(C=C2)COCC[Si](C)(C)C)N2CC1(CCN1C(=O)OC(C)(C)C)CCC2 Tert-butyl 6-(5-cyano-1-((2-(trimethylsilyl) ethoxy) methyl)-1H-pyrrolo[2,3-B]pyridin-4-yl)-1,6-diazaspiro[3.5]nonane-1-carboxylate